CC1[C@H](C1C1=NC=CC=C1)C(=O)OC(C)(C)C tert-butyl (1R)-2-methyl-3-(pyridin-2-yl)cyclopropane-1-carboxylate